[1-[2-[[3-[(4-chlorophenyl)carbamoyl]-5,6-dihydro-4H-cyclopenta[b]thiophen-2-yl]amino]-2-oxo-ethyl]cyclopentyl]acetic acid ClC1=CC=C(C=C1)NC(=O)C=1C2=C(SC1NC(CC1(CCCC1)CC(=O)O)=O)CCC2